Perfluorodecene C(=C(F)F)(C(C(C(C(C(C(C(C(F)(F)F)(F)F)(F)F)(F)F)(F)F)(F)F)(F)F)(F)F)F